C(C)OC1=C(N=C(O1)CCC1=CC=C(C=C1)OC)CCSC 5-Ethoxy-2-(4-methoxyphenethyl)-4-(2-(methylthio)ethyl)oxazole